BrCC=1C2=CC=CC=C2C(=C2C=CC=CC12)CBr 9,10-dibromomethylanthracene